tert-butyl-1-ethyl-6-oxo-1,6-dihydropyridine-3-boronic acid pinacol ester C(C)(C)(C)C=1N(C(C=CC1B1OC(C)(C)C(C)(C)O1)=O)CC